C1(CC1)C=1N=CC=2C3=C(C=C(C2C1)S(=O)(=O)NCC(C)C)CCC3NS(=O)(=O)C 3-cyclopropyl-9-(methanesulfonamido)-N-(2-methylpropyl)-8,9-dihydro-7H-cyclopenta[h]isoquinoline-5-sulfonamide